4-(2-aminoethyl)salicylic acid NCCC=1C=C(C(C(=O)O)=CC1)O